4-Amino-1-(4-(1-hydroxyethyl)phenyl)-2-oxo-7-methyl-1,2-dihydroquinoline-3-carboxylic acid methyl ester COC(=O)C=1C(N(C2=CC(=CC=C2C1N)C)C1=CC=C(C=C1)C(C)O)=O